C(CC(=O)[O-])(=O)OC1C=CC2=CC=CC=C12 indene-1-yl malonate